2,N-dicyclohexyl-2-[2-(4-dimethylsulfamoyl-phenyl)-benzimidazol-1-yl]-acetamide hydrogen chloride Cl.C1(CCCCC1)C(C(=O)NC1CCCCC1)N1C(=NC2=C1C=CC=C2)C2=CC=C(C=C2)S(N(C)C)(=O)=O